1-methylimidazole-2-carboxylic acid ethyl ester C(C)OC(=O)C=1N(C=CN1)C